The molecule is the arenesulfonate that is the dianion formed by proton loss from each of the sulfo groups in 2,2'-disulfoazobenzene; major microspecies at pH 7.3. It is a conjugate base of a 2,2'-disulfoazobenzene. C1=CC=C(C(=C1)N=NC2=CC=CC=C2S(=O)(=O)[O-])S(=O)(=O)[O-]